chloro-4-fluoro-N-{[4-(1-methyl-1H-imidazol-2-yl)-2,5-dioxoimidazolidin-4-yl]methyl}[biphenyl]-2-carboxamide ClC1=C(C(=CC=C1F)C1=CC=CC=C1)C(=O)NCC1(NC(NC1=O)=O)C=1N(C=CN1)C